FC(CN1N=C(C(=C1)B1OC(C(O1)(C)C)(C)C)C)CF 1-(2,3-difluoropropyl)-3-methyl-4-(4,4,5,5-tetramethyl-1,3,2-dioxaborolan-2-yl)pyrazole